C[C@H]1N(CCOC1)C1=NC=2N(C(=C1)C1(CC1)S(=O)(=O)C)C=NC2 (R)-3-methyl-4-(4-(1-(methylsulfonyl)cyclopropyl)imidazo[1,5-a]pyrimidin-2-yl)morpholine